[Si](C)(C)(C(C)(C)C)OC1=CC=CC=2N(C(N(C21)C)=O)N2C(CCCC2=O)=O (4-((tert-butyldimethylsilyl)oxy)-3-methyl-2-oxo-2,3-dihydro-1H-benzo[d]imidazol-1-yl)piperidine-2,6-dione